OCN1C(=O)N(C(=O)C1(C)C)CO ls-1,3-dihydroxymethyl-5,5-dimethylhydantoin